3-(5-Amino-6-(1H-1,2,3-triazol-1-yl)pyrazin-2-yl)-N-(3-cyanobicyclo[1.1.1]pentan-1-yl)-4-methylbenzenesulfonamide Trifluoroacetate Salt FC(C(=O)O)(F)F.NC=1N=CC(=NC1N1N=NC=C1)C=1C=C(C=CC1C)S(=O)(=O)NC12CC(C1)(C2)C#N